(1r,4r)-4-(3-chloroanilino)-2'-(3-chloro-4-methoxyphenyl)-2',3'-dihydrospiro[cyclohexane-1,1'-indene]-4-carboxylic acid ClC=1C=C(NC2(CCC3(C(CC4=CC=CC=C34)C3=CC(=C(C=C3)OC)Cl)CC2)C(=O)O)C=CC1